C(#C)C=1C(=CC=C2C=C(C=C(C12)C1=C(C=2N=C(N=C(C2C(=N1)C#CC)N1CCOCC(C1)O)OC[C@H]1N(CCC1)C)F)O)F 4-(7-(8-ethynyl-7-fluoro-3-hydroxynaphthalen-1-yl)-8-fluoro-2-(((S)-1-methylpyrrolidin-2-yl)methoxy)-5-(propynyl)pyrido[4,3-d]pyrimidin-4-yl)-1,4-oxazepan-6-ol